[N+](=O)([O-])C1=CC=C(C=C1)[Se][Se]C1=CC=C(C=C1)[N+](=O)[O-] Di(4-nitrophenyl) diselenide